ClC=1C=C(C=CC1)[C@@H]1[C@H](C1)C(=O)NC1=NC=NC(=C1)NCC=1N=C2N(C=C(C=C2N2C(N(C(C2)=O)C2CC2)=O)C2CC2)C1 (1S,2S)-2-(3-chlorophenyl)-N-(6-(((6-cyclopropyl-8-(3-cyclopropyl-2,4-dioxoimidazolidin-1-yl)imidazo[1,2-a]pyridin-2-yl)methyl)amino)pyrimidin-4-yl)cyclopropane-1-carboxamide